(4aR,8aS)-6-[6-[[6-(trifluoromethyl)pyrimidin-4-yl]methyl]-2-azaspiro[3.3]heptane-2-carbonyl]-4,4a,5,7,8,8a-hexahydropyrido[4,3-b][1,4]oxazin-3-one FC(C1=CC(=NC=N1)CC1CC2(CN(C2)C(=O)N2C[C@@H]3[C@@H](OCC(N3)=O)CC2)C1)(F)F